tert-butyl 5-[2-chloro-6-cyano-4-[1-methyl-1-[4-[(2-methylsulfonylpyrimidin-4-yl)methoxy]phenyl]ethyl]phenoxy]pentanoate ClC1=C(OCCCCC(=O)OC(C)(C)C)C(=CC(=C1)C(C)(C1=CC=C(C=C1)OCC1=NC(=NC=C1)S(=O)(=O)C)C)C#N